C1(=CC=CC2=CC=CC=C12)OC(CN)C 2-(1-naphthyloxy)propylamine